bis(2-ethylhexyl) peroxy dicarbonate C(OCC(CCCC)CC)(OOOOC(OCC(CCCC)CC)=O)=O